OC(C[Ag])C 2-hydroxypropyl-silver